BrC1=CC(=C(C(=O)NC2=CC3=C(N(C(N3CC(F)(F)F)=O)C)C=C2)C=C1)N1CCC2(CC2)CC1 4-bromo-N-(1-methyl-2-oxo-3-(2,2,2-trifluoroethyl)-2,3-dihydro-1H-benzo[d]imidazol-5-yl)-2-(6-azaspiro[2.5]octane-6-yl)benzamide